C1(=C(C=CC=C1)C1=CC(=NC=N1)N)C 6-(o-tolyl)pyrimidin-4-amine